(3,4-dichlorophenyl)acetyl chloride ClC=1C=C(C=CC1Cl)CC(=O)Cl